OC=1C2=C(C(=C(C=C2C(=C2CCCC(C12)=O)OC)C)\C=C\C)OCOC (E)-9-Hydroxy-10-methoxy-8-(methoxymethoxy)-6-methyl-7-(prop-1-en-1-yl)-3,4-dihydroanthracen-1(2H)-one